OCCN1CCN(CC1)CCNC=C1CCC(CC1)C1=CC=C(C=C1)S(=O)(=O)C 2-(((2-(4-(2-hydroxyethyl)piperazin-1-yl)ethyl)amino)methylene)-5-(4-(methylsulfonyl)phenyl)cyclohexane